FC(N1C(=NC2=C1C=CC=C2)C2CCNCC2)F 1-(difluoromethyl)-2-(piperidin-4-yl)-1H-benzo[d]imidazole